Cl.N=C(C1CCC(CC1)(C(=O)OC)OC)OC methyl 4-(imino (methoxy) methyl)-1-methoxycyclohexane-1-carboxylate hydrochloride